C(CCC)S(=O)C1=C(C=2C(=NC(=CC2C2=CN=C(N2C)C)C=2SC=CN2)S1)N (butylsulfinyl)-4-(1,2-dimethyl-1H-imidazol-5-yl)-6-(thiazol-2-yl)thieno[2,3-b]pyridin-3-amine